FC1=CC=NC2=C1C=1N(CO2)C(=C(N1)C1=CC=C(CN2CCN(CC2)C2=NC(=NC=C2)C#N)C=C1)C1=CC=CC=C1 4-(4-(4-(10-Fluoro-3-phenyl-5H-imidazo[1,2-c]pyrido[3,2-e][1,3]oxazin-2-yl)benzyl)piperazin-1-yl)pyrimidine-2-carbonitrile